ethyl (2R,3S,E)-5-(4-cyanophenyl)-2,3-dihydroxypent-4-enoate C(#N)C1=CC=C(C=C1)/C=C/[C@@H]([C@H](C(=O)OCC)O)O